ClC=1C(=C(C=C(C1)Cl)C1=CC=C(C=C1)C(C(=O)O)(F)F)NS(=O)(=O)C=1C=NC=C(C1)OC {3',5'-dichloro-2'-[(5-methoxypyridine-3-sulfonyl)amino][1,1'-biphenyl]-4-yl}(difluoro)acetic acid